C(#N)/C(/C(=O)NCC(CO)O)=C(\C)/C1=CC2=CC=C(C=C2C=C1)N1CCCCC1 (Z)-2-cyano-N-(2,3-dihydroxypropyl)-3-(6-(piperidin-1-yl)naphthalen-2-yl)but-2-enamide